2-(pyridine-4-yl)acetonitrile hydrochloride Cl.N1=CC=C(C=C1)CC#N